C1=C(C=CC2=CC=CC=C12)\C(\C)=N/NC(=O)C=1C=CC2=C(NC=N2)C1 (Z)-N'-(1-(naphthalen-2-yl)ethylidene)-1H-benzo[d]imidazole-6-carbohydrazide